C(CCCCCCCCCCCCCCCCCCC)[Si](OC)(OC)CCCCCCCCCCCCCCCCCCCC di-n-icosyldimethoxysilane